COC[C@H](C)N1C(=CC2=C1N=C(N=C2)SC)C(=O)OC methyl (S)-7-(1-methoxypropan-2-yl)-2-(methylthio)-7H-pyrrolo[2,3-d]pyrimidine-6-carboxylate